[Li+].COC1=CC=C(C=C1)C(OC[C@@H]1N(C[C@@H](CC1)O)C(CCCCCCCCCCC(=O)[O-])=O)(C1=CC=CC=C1)C1=CC=C(C=C1)OC 12-((2r,5r)-2-((bis(4-methoxyphenyl) (phenyl) methoxy) methyl)-5-hydroxypiperidin-1-yl)-12-oxododecanoate lithium